5-Methyl-N4-(4-chloro-3,5-dimethoxyphenyl)-N2-[4-(4-methylpiperazin-1-yl)phenyl]pyrimidine-2,4-diamine CC=1C(=NC(=NC1)NC1=CC=C(C=C1)N1CCN(CC1)C)NC1=CC(=C(C(=C1)OC)Cl)OC